O=C1N([C@@H]2CC[C@H](N1C2)C(OCCCOC)=N)OS(=O)(=O)O 3-Methoxypropyl (2S,5R)-7-oxo-6-(sulfooxy)-1,6-diazabicyclo[3.2.1]octane-2-carbimidate